C(C1=CC=CC=C1)N1C2=C(SCC1)C=CC(=C2)CCC(=O)[O-] 3-(4-benzyl-3,4-dihydro-2H-benzo[b][1,4]thiazin-6-yl)propanoate